N-Bromopyridinylmethylaniline BrN(C1=CC=CC=C1)CC1=NC=CC=C1